C(C)(C)(C)OC(=O)NN(CCC(=O)OCC)C1CC1 2-cyclopropyl-2-(3-ethoxy-3-oxopropyl)hydrazine-1-carboxylic acid tert-butyl ester